O[C@H](CC)C1=CC(=C(C=N1)C=1C=2N(C3=CC(=NC=C3C1)NC(C)=O)N=CN2)C (R)-N-(4-(6-(1-hydroxypropyl)-4-methylpyridin-3-yl)-[1,2,4]triazolo[1,5-a][1,6]naphthyridin-8-yl)acetamide